F[C@@H]1[C@@H](C1)C(=O)NC=1SC2=C(N1)C=CC(=C2)C2=NN(C=C2C)C2OCCCC2 (1S,2S)-2-fluoro-N-(6-(4-methyl-1-(tetrahydro-2H-pyran-2-yl)-1H-pyrazol-3-yl)benzo[d]thiazol-2-yl)cyclopropane-1-carboxamide